ClC1=NC(=CC(=C1)NC(=O)C1=CC2=C(S1)C=CC(=C2)C(C)(C)S(=O)(=O)C)OC2=CC(=C(C=C2)F)Cl N-(2-Chloro-6-(3-chloro-4-fluorophenoxy)pyridin-4-yl)-5-(2-(methylsulfonyl)propan-2-yl)benzo[b]thiophen-2-carboxamid